bis-diphenylphosphinooxide C1(=CC=CC=C1)P(C1=CC=CC=C1)OP(C1=CC=CC=C1)C1=CC=CC=C1